COC(=O)C1=CC=C2CCN([C@@H](C2=C1)C1=C(C=CC=C1)F)C=1N(C(C(=C(N1)C=1OC2=C(N1)C=CC=C2)OC)=O)C.C(=O)(OC(C)(C)C)C=2NC1=CC=CC=C1C2 Bocindole methyl-(1S)-2-[4-(1,3-benzoxazol-2-yl)-5-methoxy-1-methyl-6-oxopyrimidin-2-yl]-1-(2-fluorophenyl)-3,4-dihydro-1H-isoquinoline-7-carboxylate